5-(5-((1r,3r,5s)-3-((5-cyclopropyl-3-(2,6-dichlorophenyl)isoxazol-4-yl)methoxy)-8-azabicyclo[3.2.1]octan-8-yl)-1,3,4-oxadiazol-2-yl)picolinic acid C1(CC1)C1=C(C(=NO1)C1=C(C=CC=C1Cl)Cl)COC1C[C@H]2CC[C@@H](C1)N2C2=NN=C(O2)C=2C=CC(=NC2)C(=O)O